C(C)(C)(C)C1=CC=C(C=C1)C1=CC=C(C=C1)NC1=CC=C(CN(C(C(C)(C)C)=O)O)C=C1 N-(4-((4'-(tert-butyl)-[1,1'-biphenyl]-4-yl)amino)benzyl)-N-hydroxypivalamide